2-(1H-Benzo[d]imidazol-5-yl)-3-(3-chloro-5-fluorophenyl)isoindolin-1-on N1C=NC2=C1C=CC(=C2)N2C(C1=CC=CC=C1C2C2=CC(=CC(=C2)F)Cl)=O